ON1C(C=CC=C1)=O N-hydroxypyrid-2(1H)-one